The molecule is a dTDP-sugar having 4-dehydro-6-deoxy-L-mannose as the sugar portion. It derives from a dTDP-L-mannose. It is a conjugate acid of a dTDP-4-dehydro-6-deoxy-L-mannose(2-). C[C@H]1C(=O)[C@H]([C@H](C(O1)OP(=O)(O)OP(=O)(O)OC[C@@H]2[C@H](C[C@@H](O2)N3C=C(C(=O)NC3=O)C)O)O)O